BrC1=CC=C(C2=CC=CC=C12)NC(=O)C1=C(C2=CC=CC=C2C=C1)O N-(4-bromonaphthalen-1-yl)-1-hydroxy-2-naphthamide